diphenylbis(Methylphenyl)phenanthrene C1(=CC=CC=C1)C1=C(C(=C(C=2C=CC3=CC=CC=C3C12)C1=C(C=CC=C1)C)C1=C(C=CC=C1)C)C1=CC=CC=C1